diphenyl-N,N'-di(3-methylphenyl)-4,4'-diaminobiphenyl C1(=CC=CC=C1)C=1C(=C(C=CC1NC1=CC(=CC=C1)C)C1=CC=C(C=C1)NC1=CC(=CC=C1)C)C1=CC=CC=C1